O[C@H](CO)C1=CC(=NC(=C1)C1=CC=C(C=C1)OC1=C2C=NN(C2=C(C=C1)F)C)C#N (S)-4-(1,2-dihydroxyethyl)-6-(4-((7-fluoro-1-methyl-1H-indazol-4-yl)oxy)phenyl)pyridinecarbonitrile